tert-butyl 3-{7-[8-chloro-3-(methoxymethoxy) naphthalen-1-yl]-8-fluoro-2-[(hexahydro-1H-pyrrolizin-7a-yl) methoxy]-1,6-naphthyridin-4-yl}-3,8-diazabicyclo[3.2.1]octane-8-carboxylate ClC=1C=CC=C2C=C(C=C(C12)C1=NC=C2C(=CC(=NC2=C1F)OCC12CCCN2CCC1)N1CC2CCC(C1)N2C(=O)OC(C)(C)C)OCOC